C(=O)(OC(C)CC)OOC(=O)OC(C)CC Di(secondary butyl) peroxydicarbonate